1-(6-ethyl-4-methyl-3-(1-methyl-1H-pyrazol-3-yl)-8-(1-methyl-1H-pyrazol-5-yl)quinolin-2-yl)-N-((3S,4R)-3-fluorotetrahydro-2H-pyran-4-yl)piperidin-4-amine C(C)C=1C=C2C(=C(C(=NC2=C(C1)C1=CC=NN1C)N1CCC(CC1)N[C@H]1[C@@H](COCC1)F)C1=NN(C=C1)C)C